ClC=1C(=CC=C2N=CC(=NC12)C=1C=NN(C1)C(C)(C)C1CC(C1)O)OC=1C=CC2=C(NC(=N2)C)C1 3-(2-(4-(8-Chloro-7-((2-methyl-1H-benzo[d]imidazol-6-yl)oxy)quinoxalin-2-yl)-1H-pyrazol-1-yl)propan-2-yl)cyclobutanol